CN(CCC=O)C 3-(dimethylamino)propan-1-one